C1(CC(C)O1)=O Beta-Butyrolactone